FC1=C(OC2=C(C=C(C=C2)NS(=O)(=O)CC)C2=CN(C(C(=C2)F)=O)C)C=CC(=C1)F N-[4-(2,4-difluorophenoxy)-3-(5-fluoro-1-methyl-6-oxopyridin-3-yl)phenyl]ethanesulfonamide